1,2-bis(4-hexyloxyphenyl)acetylene C(CCCCC)OC1=CC=C(C=C1)C#CC1=CC=C(C=C1)OCCCCCC